N-{6,7-dimethoxy-1H,2H,3H-cyclopenta[b]quinolin-9-yl}azetidin-3-amine COC=1C(=CC=2C(=C3C(=NC2C1)CCC3)NC3CNC3)OC